6-(3-(6,7-dihydropyrazolo[1,5-a]pyrimidin-4(5H)-yl)-7,8-dihydro-1,6-naphthyridin-6(5H)-yl)-4,5-dimethylpyridazine-3-carbonitrile N1=CC=C2N1CCCN2C=2C=NC=1CCN(CC1C2)C2=C(C(=C(N=N2)C#N)C)C